2-cyclopentyl-4-(3-phenyl-5H-pyrrolo[2,3-b]pyrazin-5-yl)benzonitrile C1(CCCC1)C1=C(C#N)C=CC(=C1)N1C=CC=2C1=NC(=CN2)C2=CC=CC=C2